C(C)(C)NC1=NC=C2C(=N1)N(C(N(C2)C2=C(C=CC=C2)Cl)=O)CCN2CCCCC2 7-isopropylamino-3-(2-chlorophenyl)-1-(2-piperidinyl-ethyl)-3,4-dihydropyrimido-[4,5-d]pyrimidin-2(1H)-one